C(C1=CC=CC=C1)OC1=C(N(N=C1C)CCC)C=1OC(=C(N1)C=1C(=C(N2C1C=NC(=C2)C)C(NCC2=C(C=C(C=C2)OC)OC)=O)F)C(=O)O 2-(4-benzyloxy-5-methyl-2-propyl-pyrazol-3-yl)-4-[6-[(2,4-dimethoxyphenyl)methylcarbamoyl]-7-fluoro-3-methyl-pyrrolo[1,2-a]pyrazin-8-yl]oxazole-5-carboxylic acid